C1(=CC=CC=C1)C1=CC=C(C2=C1OC1=C2C=CC=C1C1=CC=CC=C1)B1OC(C(O1)(C)C)(C)C 2-(4,6-diphenyldibenzo[b,d]furan-1-yl)-4,4,5,5-tetramethyl-1,3,2-dioxaborolan